ClC=1N=CC2=C(C=CC(=C2C1)C(C)C)OCC1CC(N(C1)C)=O 4-(((3-chloro-5-isopropylisoquinolin-8-yl)oxy)methyl)-1-methylpyrrolidin-2-one